Cl.N1=C(C=CC=C1)CCN 2-(pyridin-2-yl)ethan-1-amine hydrochloride